C(=O)(OC(C)(C)C)N1CC(OCC1)CC(=O)O N-BOC-2-morpholineacetic acid